4-amino-1-benzyl-7-chloro-2-oxo-1,2-dihydroquinoline-3-carboxylic acid methyl ester COC(=O)C=1C(N(C2=CC(=CC=C2C1N)Cl)CC1=CC=CC=C1)=O